2-(4-(4-(2-(2-aminopyridin-3-yl)-5-(4-chlorophenyl)-3H-imidazo[4,5-b]pyridin-3-yl)benzyl)piperazin-1-yl)pyrimidine-4-carbonitrile NC1=NC=CC=C1C1=NC=2C(=NC(=CC2)C2=CC=C(C=C2)Cl)N1C1=CC=C(CN2CCN(CC2)C2=NC=CC(=N2)C#N)C=C1